NC1CN(CC(C1(F)F)C)C1=NC=C(C(=N1)NC=1C=C(C2=C(NC(N2C)=O)C1)OCC(=O)O)F 2-((6-((2-(3-Amino-4,4-difluoro-5-methylpiperidin-1-yl)-5-fluoropyrimidin-4-yl)amino)-3-methyl-2-oxo-2,3-dihydro-1H-benzo[d]imidazol-4-yl)oxy)acetic acid